C(C)N(S(=O)(=O)C1=NNC=2C1=NC=CC2)[C@@H](C(F)(F)F)C2=CC=C(C=C2)F (R)-N-ethyl-N-(2,2,2-trifluoro-1-(4-fluorophenyl)ethyl)-1H-pyrazolo[4,3-b]pyridine-3-sulfonamide